7-chloro-1-methyl-5-[2-phenylethenyl]pyrazolo[4,3-d]-pyrimidine ClC=1C2=C(N=C(N1)C=CC1=CC=CC=C1)C=NN2C